COC1=C(C=C2C(=NC=NC2=C1)C=1C=NN(C1C1=CC=CC=C1)C(F)(F)F)NC(=O)C12CC(C1)C2 N-(7-methoxy-4-(5-phenyl-1-(trifluoromethyl)-1H-pyrazol-4-yl)quinazolin-6-yl)bicyclo[1.1.1]pentane-1-carboxamide